2-(2-aminomethoxyethoxy)bromoethane hydrobromide Br.NCOCCOCCBr